N-(1-ethyl-2-oxo-1,2-dihydropyridin-3-yl)-4-((2-methoxyethyl)sulfonamido)-2-(6-azaspiro[2.5]octan-6-yl)benzamide C(C)N1C(C(=CC=C1)NC(C1=C(C=C(C=C1)NS(=O)(=O)CCOC)N1CCC2(CC2)CC1)=O)=O